2-((6-hydroxy-5'-methyl-4-pentyl-2'-(prop-1-en-2-yl)-1',2',3',4'-tetrahydro-[1,1'-biphenyl]-2-yl)oxy)-4-phenyl-1,3,2-dioxaphosphinane 2-oxide OC1=CC(=CC(=C1C1C(CCC(=C1)C)C(=C)C)OP1(OCCC(O1)C1=CC=CC=C1)=O)CCCCC